(R)-1-(4-(5-(2-methyl-[1,1'-biphenyl]-3-yl)-1,3,4-oxadiazol-2-yl)benzyl)piperidine-3-carboxamide hydrochloride Cl.CC1=C(C=CC=C1C1=NN=C(O1)C1=CC=C(CN2C[C@@H](CCC2)C(=O)N)C=C1)C1=CC=CC=C1